COC(C(F)(F)F)(C(F)(F)F)F HEPTAFLUOROISOPROPYL METHYL ETHER